COC1=NC2=CC=CC(=C2C=C1C(=O)N)OC 2,5-dimethoxyquinoline-3-carboxamide